2-(5-(2-((5-cyclopropyl-2,3-dihydro-1H-inden-2-yl)amino)pyrimidin-5-yl)-1,3,4-oxadiazol-2-yl)-1-(1,4,6,7-tetrahydro-5H-[1,2,3]triazolo[4,5-c]pyridin-5-yl)ethan-1-one C1(CC1)C=1C=C2CC(CC2=CC1)NC1=NC=C(C=N1)C1=NN=C(O1)CC(=O)N1CC2=C(CC1)NN=N2